C(CC(C(CCCCC)O)O)O 1,3,4-nonanetriol